3-methoxy-2,2-dimethylpropan-1-ol COCC(CO)(C)C